C(=S)=S Carbon disulfide